C1CNCC2N1C1=C(OCC2)C=C(C=C1)N1C(NC(CC1)=O)=O 1-(2,3,4,4a,5,6-hexahydro-1H-benzo[b]pyrazino[1,2-d][1,4]oxazepin-9-yl)dihydropyrimidine-2,4(1H,3H)-dione